5-hydroxy-1,3-dihydroisoindole OC=1C=C2CNCC2=CC1